BrC1=CC(=C(C=C1)C1=NN2C(=NC=3C=CC=CC3C2=N1)NC=1C(N=CC=CC1)=O)OC(F)F (3R)-3-({2-[4-bromo-2-(difluoromethoxy)phenyl][1,2,4]triazolo[1,5-c]quinazolin-5-yl}amino)azepin-2-one